ethyl-6'-chloro-2'-oxo-1,3-dihydrospiro[indene-2,3'-indoline] C(C)N1C(C2(C3=CC=C(C=C13)Cl)CC1=CC=CC=C1C2)=O